2-Methyl-5-((1-methylazetidin-2-yl)methoxy)-N-(1-(quinolin-5-yl)cyclopropyl)benzamide CC1=C(C(=O)NC2(CC2)C2=C3C=CC=NC3=CC=C2)C=C(C=C1)OCC1N(CC1)C